2-Imino-3-(6-((2,2,2-trifluoroethoxy)methyl)benzo[d][1,3]dioxol-5-yl)thiazolidin-4-one N=C1SCC(N1C1=CC2=C(OCO2)C=C1COCC(F)(F)F)=O